4-[(2'-Fluoro-3'-{[(3R)-3-methyl-7-oxo-9-oxa-2,6-diazaspiro[4.5]dec-1-yl]methyl}-[1,1'-biphenyl]-2-yl)oxy]butanoic acid FC1=C(C=CC=C1CC1N[C@@H](CC12NC(COC2)=O)C)C2=C(C=CC=C2)OCCCC(=O)O